4-chloro-1-[(4-nitrophenyl)methyl]pyrazolo[3,4-d]pyrimidin-6-amine ClC1=C2C(=NC(=N1)N)N(N=C2)CC2=CC=C(C=C2)[N+](=O)[O-]